BrC=1C=CC(=C2CCCC12)C[C@@H]1N=C([C@H](N=C1OC)C(C)C)OC (2S,5R)-2-((7-bromo-2,3-dihydro-1H-inden-4-yl)methyl)-5-isopropyl-3,6-dimethoxy-2,5-dihydropyrazine